C(C=C)(=O)N1C[C@@H](CCC1)C1=CN(C=2C(=NNC(C21)=O)N)C2=CC=C(C=C2)OC2=CC=C(C=C2)F (S)-3-(1-acryloylpiperidin-3-yl)-7-amino-1-(4-(4-fluorophenoxy)phenyl)-1,5-dihydro-4H-pyrrolo[2,3-d]pyridazin-4-one